21-chloro-9-fluoro-11β,17-dihydroxy-16β-methylpregna-1,4-diene-3,20-dione 17-propionate CCC(=O)O[C@@]1([C@H](C[C@@H]2[C@@]1(C[C@@H]([C@]3([C@H]2CCC4=CC(=O)C=C[C@@]43C)F)O)C)C)C(=O)CCl